N-[4-(1H-pyrazol-4-yl)phenyl]-2-chloropyrimidin-4-amine N1N=CC(=C1)C1=CC=C(C=C1)NC1=NC(=NC=C1)Cl